1-[4-(dimethylethoxysilyl)phenyl]-1-phenylethene tert-Butyl-N-(2-hydroxy-1-spiro[3.3]heptan-2-yl-ethyl)carbamate C(C)(C)(C)OC(NC(CO)C1CC2(C1)CCC2)=O.C[Si](C2=CC=C(C=C2)C(=C)C2=CC=CC=C2)(OCC)C